N,N-Dimethylhexadecylamine CN(C)CCCCCCCCCCCCCCCC